4-(amino-methyl)benzamide NCC1=CC=C(C(=O)N)C=C1